FC1(CCN(CC1)C(=O)C=1C=C2C(=NC1)N(C=C2)C=2C=NC=C(C2)C2=NN=C(N2)C)F (4,4-difluoropiperidin-1-yl)(1-(5-(5-methyl-4H-1,2,4-triazol-3-yl)pyridin-3-yl)-1H-pyrrolo[2,3-b]pyridine-5-yl)methanone